N,N-bis[4-(4,4,5,5-tetramethyl-1,3,2-dioxaborolan-2-yl)phenyl]bicyclo[4.2.0]octa-1,3,5-Triene-3-amine CC1(OB(OC1(C)C)C1=CC=C(C=C1)N(C=1C=C2CCC2=CC1)C1=CC=C(C=C1)B1OC(C(O1)(C)C)(C)C)C